(1R,3S)-3-{3-[(imidazo[1,2-a]pyrimidin-2-ylacetyl)amino]-1H-pyrazol-5-yl}cyclopentyl (2S)-butan-2-ylcarbamate C[C@@H](CC)NC(O[C@H]1C[C@H](CC1)C1=CC(=NN1)NC(CC=1N=C2N(C=CC=N2)C1)=O)=O